NC1=C(SC2=NC(=CC=C21)C)C(=O)N[C@@H]2CC1=CC=C(C=C1CC2)N2C[C@@H]([C@@H](C2)OCC)N 3-amino-N-[(2S)-6-[(3S,4R)-3-amino-4-ethoxypyrrolidin-1-yl]-1,2,3,4-tetrahydronaphthalen-2-yl]-6-methylthieno[2,3-b]pyridine-2-carboxamide